1-(4-(4-(3-Azaspiro[5.5]undecan-9-yl)piperazin-1-yl)phenyl)dihydropyrimidine-2,4(1H,3H)-dione C1CNCCC12CCC(CC2)N2CCN(CC2)C2=CC=C(C=C2)N2C(NC(CC2)=O)=O